C(#N)C1=CC(=C(C=C1F)NS(=O)(=O)C1=CNC=C1)F N-(4-cyano-2,5-difluorophenyl)-1H-pyrrole-3-sulfonamide